(S)-2-(Benzyl(methyl)amino)-3-(4-hydroxy-2,6-dimethylphenyl)propanamide C(C1=CC=CC=C1)N([C@H](C(=O)N)CC1=C(C=C(C=C1C)O)C)C